5-chloro-2-{[(2-hydroxyethyl)(methyl)amino]methyl}-7,8-dihydro-6H-spiro[[1,3]oxazolo[5,4-f]quinazoline-9,1'-cyclohexane]-7-one ClC=1C=C2C(=C3C1NC(NC31CCCCC1)=O)OC(=N2)CN(C)CCO